C(C)OC=1C=C(C=CC1C=1NC(C2=C(N1)NN=N2)=O)C2=CC(=CC=C2)[C@@H]2[C@@H](C2)C(=O)O cis-2-(3'-ethoxy-4'-(7-oxo-6,7-dihydro-3H-[1,2,3]triazolo[4,5-d]pyrimidin-5-yl)-[1,1'-biphenyl]-3-yl)cyclopropane-1-carboxylic acid